[Na].C1(=CC=CC=C1)C1=C(C=CC=C1)O o-phenyl-phenol, sodium salt